ClC=1C=C2C(=C3C4(NC(NC13)=O)CCCCC4)OC(=C2)C(=O)NCC(C(C)(C)C)=O 5'-chloro-N-(3,3-dimethyl-2-oxobutyl)-7'-oxo-7',8'-dihydro-6'H-spiro[cyclohexane-1,9'-furo[2,3-f]quinazoline]-2'-carboxamide